NC(C(=O)O)CCCP(=O)(O)O (-)-2-amino-5-phosphonovaleric acid